N1N=CC=2C1=NC=C(C2)OC=2C(=C1C(=NC2)N=C(N1C)NC1=NN(C(=C1)C(F)(F)F)C1CC2(C1)CCOCC2)C#N 6-((1H-pyrazolo[3,4-b]pyridin-5-yl)oxy)-2-((1-(7-oxaspiro[3.5]nonan-2-yl)-5-(trifluoromethyl)-1H-pyrazol-3-yl)amino)-1-methyl-1H-imidazo[4,5-b]pyridine-7-carbonitrile